ClC1=C2C(=NN(C2=CC=C1)S(=O)(=O)C1=CC=C(C=C1)C)N1[C@@H](CC(C1)(F)F)C 4-chloro-3-[(2R)-4,4-difluoro-2-methyl-pyrrolidin-1-yl]-1-(p-tolylsulfonyl)indazole